ClC=1C=C(C=CC1C1=NC(=C(C=C1)F)C#N)NS(=O)(=O)C1=CC=C(C=C1)S(=O)(=O)NC N1-(3-chloro-4-(6-cyano-5-fluoropyridin-2-yl)phenyl)-N4-methylbenzene-1,4-disulfonamide